OCCS(=O)(=O)NC1=CC(=C2C(=NC=NC2=C1)NC1=NC(=NC(=C1)C)N1C[C@H](OCC1)C)N1CCC2(CC2)CC1 (R)-2-hydroxy-N-(4-((6-methyl-2-(2-methylmorpholino)pyrimidin-4-yl)amino)-5-(6-azaspiro[2.5]oct-6-yl)quinazolin-7-yl)ethane-1-sulfonamide